(S)-5,7-dihydro-spiro[cyclopenta[b]pyridine-6,4'-piperidine]-5-amine tri-HCl salt Cl.Cl.Cl.N1CCC2(CC1)[C@@H](C=1C(=NC=CC1)C2)N